C1=CC=C2C(=C1)C=CC=C2C3=CC=CC4=CC=CC=C43 BINAPHTHALENE